CP(=O)(C)C1=C(C=CC=C1)NC1=NC(=NC=C1C(F)(F)F)NC1=CC(=C(C(=O)NOCC(C)C)C=C1)OC 4-((4-((2-(dimethylphosphoryl)phenyl)amino)-5-(trifluoromethyl)pyrimidin-2-yl)amino)-N-isobutoxy-2-Methoxybenzamide